C(C)(C)(C)C1=C(C(=C(CN2C(N(C(N(C2=O)CC2=C(C(=C(C=C2C)C(C)(C)C)O)C)=O)CC2=C(C(=C(C=C2C)C(C)(C)C)O)C)=O)C(=C1)C)C)O 1,3,5-tris(4-tert-butyl-3-hydroxy-2,6-dimethyl-benzyl)-1,3,5-triazine-2,4,6(1H,3H,5H)trione